[2H]C([2H])([2H])OC1=CC(=CC(=C1)B(O)O)OC([2H])([2H])[2H] (3,5-DIMETHOXY-D6)-PHENYLBORONIC ACID